vinylbutyl benzoate C(C1=CC=CC=C1)(=O)OCCCCC=C